FC1=C(C=C(C=C1C[C@@H]1N(CC2(CC2)[C@@H]1NS(=O)(=O)CF)C(=O)C1(CC1)OC)F)C1=CC=CC=C1 N-((6S,7S)-6-((2,5-difluoro-[1,1'-biphenyl]-3-yl)methyl)-5-(1-methoxycyclopropane-1-carbonyl)-5-azaspiro[2.4]heptan-7-yl)-1-fluoromethanesulfonamide